C(C)C1=CN=C(NC1=O)C1=CC(CC1)N1CCN(CC1)C=1C=CC(=NC1F)C(=O)NCC1CN(C1)C 5-(4-(3-(5-ethyl-6-oxo-1,6-dihydropyrimidin-2-yl)cyclopent-2-en-1-yl)piperazin-1-yl)-6-fluoro-N-((1-methylazetidin-3-yl)methyl)picolinamide